7-morpholino-5-oxa-2-azaspiro[3.4]octane-2-carboxylate O1CCN(CC1)C1COC2(CN(C2)C(=O)[O-])C1